(S)-N-(4-((4-(4-aminopyrimidin-2-yl)-1-methyl-1H-pyrazol-5-yl)oxy)butan-2-yl)-6'-chloro-4-(3-(2,2,2-trifluoroethyl)azetidin-1-yl)-[2,3'-bipyridin]-4'-amine NC1=NC(=NC=C1)C=1C=NN(C1OCC[C@H](C)NC1=C(C=NC(=C1)Cl)C1=NC=CC(=C1)N1CC(C1)CC(F)(F)F)C